CN1N=CC(=C1)C=1N=C(C=2N(C1)N=CC2)SC2CCN(CCC2)C(=O)OC(C)(C)C tert-butyl 4-((6-(1-methyl-1H-pyrazol-4-yl)pyrazolo[1,5-a]pyrazin-4-yl)thio)azepane-1-carboxylate